(S)-2-((((9H-fluoren-9-yl)methoxy)carbonyl)amino)-3-(6-(4-(tert-butoxycarbonyl)piperazin-1-yl)pyridin-3-yl)propanoic acid C1=CC=CC=2C3=CC=CC=C3C(C12)COC(=O)N[C@H](C(=O)O)CC=1C=NC(=CC1)N1CCN(CC1)C(=O)OC(C)(C)C